NC=1C(=NC(=CC1)Cl)C(=O)N 3-Amino-6-chloropyridine-2-carboxamide